FC(C1=C(C=CC=C1)NC1=NC=CN=C1NC1=C(C=CC=C1)C(F)(F)F)(F)F N2,N3-bis(2-(trifluoromethyl)phenyl)pyrazine-2,3-diamine